FC1=C(C=C(OC2=CC=C(C=C2)C2CCCN3C2=NS(CC3)(=O)=O)C=C1)C 9-[4-(4-fluoro-3-methylphenoxy)phenyl]-3,4,6,7,8,9-hexahydropyrido[2,1-c][1,2,4]thiadiazine 2,2-dioxide